3-((5-(3-fluorophenyl)pyrimidin-2-yl)amino)-N-(thiazol-2-yl)benzamide FC=1C=C(C=CC1)C=1C=NC(=NC1)NC=1C=C(C(=O)NC=2SC=CN2)C=CC1